CC(C[C@@H](C(N[C@H](C=O)C[C@H]1C(NCC1)=O)=O)NC([C@@](C(C)C)(C)NC(OCC1=CC=CC=C1)=O)=O)(C)C Benzyl ((S)-1-(((S)-4,4-dimethyl-1-oxo-1-(((S)-1-oxo-3-((S)-2-oxopyrrolidin-3-yl)propan-2-yl)amino)pentan-2-yl)amino)-2,3-dimethyl-1-oxobutan-2-yl)carbamate